N1[C@@H](CCC1)C(=O)N[C@@H](C(C)C)C(=O)N=[S@@](=O)(C)CC=1C=C2OCCCOC3=C(C=4C(=CN=C(NC(C1)=N2)C4)F)C=CC(=C3)F |o1:15| L-prolyl-N-[(R*)-{[15,19-difluoro-3,4-dihydro-2H,11H-10,6-(azeno)-12,16-(metheno)-1,5,11,13-benzodioxadiazacyclooctadecin-8-yl]methyl}(methyl)oxo-lambda6-sulfanylidene]-L-valinamide